N1N=CC(=C1)C1=C2C(=NC=C1)N(N=C2C2CN(C2)C(=O)OC(C)(C)C)C2=CC=C(C=C2)OC(F)(F)F tert-butyl 3-(4-(1H-pyrazol-4-yl)-1-(4-(trifluoromethoxy)phenyl)-1H-pyrazolo[3,4-b]pyridin-3-yl)azetidine-1-carboxylate